C(CCCCC(=O)OCCCO)(=O)OCCCO Bis(3-hydroxypropyl) adipate